Cl.C(#N)C1=C(C=C(C=C1)N1CCN(CC1)C(=O)N)C(F)(F)F 4-(4-cyano-3-(trifluoromethyl)phenyl)piperazine-1-carboxamide hydrochloride